FC(S(=O)(=O)OCC(F)(F)F)(F)F (2,2,2-trifluoroethyl) trifluoromethanesulfonate